(E)-3-(6-amino-pyridin-3-yl)-N-((5-(4-(4,4-difluoro-piperidine-1-carbonyl)phenyl)-7-(4-fluoro-phenyl)benzofuran-2-yl)methyl)acrylamide NC1=CC=C(C=N1)/C=C/C(=O)NCC=1OC2=C(C1)C=C(C=C2C2=CC=C(C=C2)F)C2=CC=C(C=C2)C(=O)N2CCC(CC2)(F)F